(S)-3-Methylpiperidine C[C@@H]1CNCCC1